(1R,3R)-3-((S)-2-((S)-2-Hydroxy-2-phenylethyl)-6-(methoxycarbonyl)-7-methyl-6,7,8,9-tetrahydro-3H-imidazo[4,5-f]chinolin-3-yl)cyclohexan O[C@@H](CC=1N(C=2C(=C3CC[C@@H](N(C3=CC2)C(=O)OC)C)N1)C1CCCCC1)C1=CC=CC=C1